1,1-di-tert-butyl-cyclohexane C(C)(C)(C)C1(CCCCC1)C(C)(C)C